C[C@@H](C(=O)N[C@H]1C2=C(CN3N(C1=O)CCC3)C=CC=C2)CC(=O)NC2=CC(=NN2C)C=2C=NC(=CC2)C(F)(F)F (R)-2-Methyl-N4-(1-methyl-3-(6-(trifluoromethyl)pyridin-3-yl)-1H-pyrazol-5-yl)-N1-((S)-11-oxo-2,3,10,11-tetrahydro-1H,5H-benzo[d]pyrazolo[1,2-a][1,2]diazepin-10-yl)succinamid